COC(CN1N=CC(=C1)B1OC(C(O1)(C)C)(C)C)=O [4-(4,4,5,5-Tetramethyl-[1,3]dioxaborolan-2-yl)-pyrazol-1-yl]-acetic Acid Methyl Ester